C(N)(=O)C=1C(=NC(=C(N1)CC)NC1CCOCC1)NC=1C=C(CCNC([C@H](C)N(C(OC(C)(C)C)=O)C)=O)C=CC1 tert-butyl (S)-(1-((3-((3-carbamoyl-5-ethyl-6-((tetrahydro-2H-pyran-4-yl)amino)pyrazin-2-yl)amino)phenethyl)amino)-1-oxopropan-2-yl)(methyl)carbamate